O[C@@H](C)C=1NC2=CC=CC=C2C(N1)=O 2-[(1S)-1-Hydroxyethyl]-4(1H)-quinazolinone